pyridazin-2-yl-(methyl)-1-(3,3,3-trifluoropropyl)-1H-pyrazole-4-carboxamide N1N(C=CC=C1)C1=C(C(=NN1CCC(F)(F)F)C)C(=O)N